FC(C(CC1=NOC(=C1)N)(C)C)(F)F 3-(3,3,3-Trifluoro-2,2-dimethyl-propyl)isoxazol-5-amine